N1N=CC(=C1)NC=1C=C(CNCCCCOCCNC2=C3C=NNC3=CC(=C2)C=2C=NNC2C#N)C=C(C1)OC(F)(F)F 4-(4-((2-(4-((3-((1H-pyrazol-4-yl)amino)-5-(trifluoromethoxy)benzyl)amino)butoxy)ethyl)amino)-1H-indazol-6-yl)-1H-pyrazole-5-carbonitrile